CC1(OB(OC1(C)C)C=1C=NC=C(C1)OC(F)(F)F)C 3-(4,4,5,5-tetramethyl-1,3,2-dioxaborolan-2-yl)-5-(trifluoromethoxy)pyridine